C(C1=CC=CC=C1)C1CCN(CC1)CC(=O)NC1=CC=C(C=C1)OC 2-(4-Benzylpiperidin-1-yl)-N-(4-methoxyphenyl)acetamide